2-(1-oxa-7-azaspiro[3.5]nonan-7-yl)ethanamine O1CCC12CCN(CC2)CCN